4-(2-((3-(3-cyanopropoxy)-1-((1r,4r)-4-morpholinylcyclohexyl)-1H-pyrazol-4-yl)amino)pyrimidin-5-yl)benzonitrile C(#N)CCCOC1=NN(C=C1NC1=NC=C(C=N1)C1=CC=C(C#N)C=C1)C1CCC(CC1)N1CCOCC1